5'-(1-((tert-butyl-dimethylsilyl)oxy)prop-1-en-2-yl)-3-fluoro-5-methoxy-6-propoxy-2,3'-bipyridine [Si](C)(C)(C(C)(C)C)OC=C(C)C=1C=C(C=NC1)C1=NC(=C(C=C1F)OC)OCCC